FC=1C=C(SC1F)S(=O)(=O)Cl 4,5-Difluorothiophene-2-sulfonyl chloride